methyl 5-(5-amino-6-chloro-2-methyl-2H-indazol-4-yl)pentanoate NC1=C(C2=CN(N=C2C=C1Cl)C)CCCCC(=O)OC